(2-Chloro-4-phenoxyphenyl)(4-(cyclopentylamino)-1H-pyrrolo[2,3-b]pyridin-3-yl)methanone ClC1=C(C=CC(=C1)OC1=CC=CC=C1)C(=O)C1=CNC2=NC=CC(=C21)NC2CCCC2